ClC1=CC(=C(C=C1Cl)O)C(C1CCNCC1)O 4,5-dichloro-2-(hydroxy(piperidin-4-yl)methyl)phenol